O=C[C@H](O)[C@@H](O)[C@H](O)[C@H](O)CO.[Co] cobalt glucose